fluoro-N2-[4-(oxazol-5-yl)phenyl]-2,4-pyrimidinediamine FC=1C(=NC(=NC1)NC1=CC=C(C=C1)C1=CN=CO1)N